Ethyl 4-({[(1Z)-amino (3-methyl-5-nitropyridin-2-yl) methylene] amino} oxy)-4-oxobutanoate N\C(\C1=NC=C(C=C1C)[N+](=O)[O-])=N/OC(CCC(=O)OCC)=O